ClC=1N=CC2=C(N1)N(C(=C2)CC)C2=CC=CC(=N2)C(C)(C)O 2-(6-(2-chloro-6-ethyl-7H-pyrrolo[2,3-d]pyrimidine-7-yl)pyridin-2-yl)propan-2-ol